(R)-3-(4-(3-(7-hydroxy-6,7-dihydro-5H-pyrrolo[1,2-a]imidazol-7-yl)phenyl)thiazol-2-yl)-1-tosyl-1H-pyrrolo[2,3-b]pyridine-5-carbonitrile O[C@]1(CCN2C1=NC=C2)C=2C=C(C=CC2)C=2N=C(SC2)C2=CN(C1=NC=C(C=C12)C#N)S(=O)(=O)C1=CC=C(C)C=C1